FC=1C=CC=2N(C1CCCC1C[C@@H]3N(CCN(C3)C3=NC=C(C=C3)F)C1=O)C=CN2 (8aS)-7-(3-(6-fluoroimidazo[1,2-a]pyridin-5-yl)propyl)-2-(5-fluoropyridin-2-yl)hexahydropyrrolo[1,2-a]pyrazin-6(2H)-one